FC(C1=CC(=CC2=C1N(C=N2)C2CC(C2)(C)O[Si](C)(C)C(C)(C)C)O)F 7-(difluoromethyl)-1-[(cis)-3-[(tert-butyldimethylsilyl)oxy]-3-methylcyclobutyl]-1H-1,3-benzodiazol-5-ol